CN1CCC(CC1)N1N=CC(=C1)NC=1N=CC2=C(N1)N(C(C=C2C#C[Si](C(C)C)(C(C)C)C(C)C)=O)C2=CC=CC=C2 2-{[1-(1-Methylpiperidin-4-yl)pyrazol-4-yl]amino}-8-phenyl-5-[2-(triisopropylsilyl)ethynyl]pyrido[2,3-d]pyrimidin-7-one